2-(2-bromobenzoylamino)-5-(5-nitrothiophen-2-yl)methyleneaminothiophene-3,4-dicarboxylic acid diethyl ester C(C)OC(=O)C1=C(SC(=C1C(=O)OCC)N=CC=1SC(=CC1)[N+](=O)[O-])NC(C1=C(C=CC=C1)Br)=O